C(C)(C)(C)C1=C(C(=CC=C1)C(C)(C)C)NC(NC1=C(C=CC=C1C(C)(C)C)C(C)(C)C)=S bis(2,6-di-tert-butylphenyl)thiourea